2-(benzo[d][1,3]dioxol-5-yl)-5-fluorobenzo[d]isothiazol-3(2H)-one O1COC2=C1C=CC(=C2)N2SC1=C(C2=O)C=C(C=C1)F